(R)-4-((1-(phenylthio)-4-(pyrrolidin-1-yl)butan-2-yl)amino)-3-((trifluoromethyl)sulfonyl)benzenesulfonamide C1(=CC=CC=C1)SC[C@@H](CCN1CCCC1)NC1=C(C=C(C=C1)S(=O)(=O)N)S(=O)(=O)C(F)(F)F